1-(3-(imidazo[4,5-d]pyrrolo[2,3-b]pyridin-1(6H)-yl)bicyclo[1.1.1]pentan-1-yl)-3-(2,2,2-trifluoroethyl)urea N1(C=NC=2C1=C1C(=NC2)NC=C1)C12CC(C1)(C2)NC(=O)NCC(F)(F)F